OCC1=CC=C(C=C1)[C@@H]1N(C[C@H](CC1)C)C(C(=O)NC=1C=C(C(=NC1)NC(OC(C)(C)C)=O)C)=O tert-butyl N-[5-[[2-[(2R,5S)-2-[4-(hydroxymethyl)phenyl]-5-methyl-1-piperidyl]-2-oxo-acetyl]amino]-3-methyl-2-pyridyl]carbamate